COC(=O)C1(CC1)C=1C=CC(=C(C(=O)O)C1)[N+](=O)[O-] 5-(1-(methoxycarbonyl)cyclopropyl)-2-nitrobenzoic acid